FN1CCCC12CCCC2 fluoro-1-azaspiro[4.4]nonane